tert-butyl 4-((tert-butoxycarbonyl)-L-homocysteinyl)piperazine-1-carboxylate C(C)(C)(C)OC(=O)N[C@@H](CCS)C(=O)N1CCN(CC1)C(=O)OC(C)(C)C